3,5-dimethyl-6-phenyl-5H-pyrrolo[2,3-b]Pyrazine-7-carboxylic acid CC1=CN=C2C(=N1)N(C(=C2C(=O)O)C2=CC=CC=C2)C